ClC(C1=NC(=NC(=N1)C(Cl)(Cl)Cl)C1=CC2=C(C=C1)OCO2)(Cl)Cl 2,4-bis(trichloromethyl)-6-(3,4-methylenedioxyphenyl)s-triazine